ClC1=C(C(=CC=C1)C)N1CC(C1)C1=CC(=C(CN2CCC(CC2)C(=O)O)C(=C1)C)C 1-(4-(1-(2-chloro-6-methylphenyl)azetidin-3-yl)-2,6-dimethylbenzyl)piperidine-4-carboxylic acid